FC1=CC=2C3=NNC=4C=CC(OCCCN5C(OC(C(=C1)C2)C5)=O)=CC34 4-fluoro-8,14-dioxa-10,19,20-triazapentacyclo[13.5.2.12,6.17,10.018,21]tetracosa-1(20),2(24),3,5,15(22),16,18(21)-heptaen-9-one